FC=1C=C(C=CC1)C1CC=2C(NC(NC2CC1)=O)=O 6-(3-fluorophenyl)-5,6,7,8-tetrahydroquinazoline-2,4(1H,3H)-dione